N1C(NC2=C1C=CC(=C2)NC2=NC(=NC=C2F)NC=2C=CC(=NC2)N2CCN(CC2)C)=O N4-(benzimidazolin-2-one-5-yl)-N2-[2-(4-methylpiperazin-1-yl)pyridin-5-yl]-5-fluoropyrimidine-2,4-diamine